(S)-N-(2-Amino-1-(3-chloro-5-fluorophenyl)ethyl)-1-(5-methyl-2-((tetra-hydro-2H-pyran-4-yl)amino)pyrimidin-4-yl)-1H-imidazole-4-carboxamide mandelic acid salt C(C(O)C1=CC=CC=C1)(=O)O.NC[C@H](C1=CC(=CC(=C1)F)Cl)NC(=O)C=1N=CN(C1)C1=NC(=NC=C1C)NC1CCOCC1